NC=1C(=NC(=C(N1)F)C1=CC(=C(C=C1)N1CCOCC1)CN(C)C)C=1C=C2C(=C(NC(C2=C(C1)F)=O)C)F 6-(3-amino-6-(3-((dimethylamino)methyl)-4-morpholinophenyl)-5-fluoropyrazin-2-yl)-4,8-difluoro-3-methylisoquinolin-1(2H)-one